COCC1=NN=C(O1)[C@H](C(C)(C)C)NC([C@H](CCCN1C(=NC=C1)[N+](=O)[O-])NC(OC(C)(C)C)=O)=O tert-butyl ((S)-1-(((S)-1-(5-(methoxymethyl)-1,3,4-oxadiazol-2-yl)-2,2-dimethylpropyl)amino)-5-(2-nitro-1H-imidazol-1-yl)-1-oxopentan-2-yl)carbamate